6-chloro-[1,3]dioxolo[4,5-g]quinoline-7-carboxylic acid ClC1=NC=2C=C3C(=CC2C=C1C(=O)O)OCO3